methyl (E)-4-[2-aminoethyl(methyl)amino]but-2-enoate NCCN(C/C=C/C(=O)OC)C